(5-((5-fluoropyridin-2-yl)oxy)pyridin-2-yl)-6-oxaspiro[2.5]octane-1-carboxamide FC=1C=CC(=NC1)OC=1C=CC(=NC1)C1(CC12CCOCC2)C(=O)N